C(C=1C(C(=O)[O-])=CC(C(=O)[O-])=C(C(=O)[O-])C1)(=O)OCC1CO1 glycidyl pyromellitate